C(=C)S(=O)(=O)C=C bis-vinylsulfone